2-bromo-N-(2-((1S,3R)-3-((5-cyano-4-methoxypyrimidin-2-yl)amino)cyclohexyl)-3-oxoisoindolin-5-yl)propanamide BrC(C(=O)NC=1C=C2C(N(CC2=CC1)[C@@H]1C[C@@H](CCC1)NC1=NC=C(C(=N1)OC)C#N)=O)C